2-(3-pyridyl)propan-2-amine N1=CC(=CC=C1)C(C)(C)N